C(C1=CC=CC=C1)OCCCOC=1C=C(OCCN)C=CC1 2-(3-(3-(benzyloxy)propoxy)phenoxy)ethanamine